ClC1=C(OC2=CC=CC3=C2NC(=NS3(=O)=O)NCC3=C(C=CC(=C3)OC)F)C=CC=C1 5-(2-chlorophenoxy)-3-((2-fluoro-5-methoxybenzyl)amino)-4H-benzo[e][1,2,4]thiadiazine 1,1-dioxide